FC(OC1=CC2=C(N=C(O2)[C@H]2CC[C@H](CN2)CC(=O)N)C=C1)(F)F [(3S,6R)-6-[6-(trifluoromethoxy)-1,3-benzoxazol-2-yl]piperidin-3-yl]acetamide